O=C1NC(CCC1C1=NN(C2=CC(=CC=C12)OCC(=O)NC1=CC(=CC=C1)OC(C)C)C)=O 2-((3-(2,6-dioxopiperidin-3-yl)-1-methyl-1H-indazol-6-yl)oxy)-N-(3-isopropoxy-phenyl)acetamide